5-cyano-N-[2,4-difluoro-3-[1-(4,5,6,7-tetrahydro-1H-1,3-benzodiazol-2-yl)imidazo[1,5-a]pyridin-6-yl]phenyl]-2-methoxypyridine-3-sulfonamide C(#N)C=1C=C(C(=NC1)OC)S(=O)(=O)NC1=C(C(=C(C=C1)F)C=1C=CC=2N(C1)C=NC2C2=NC1=C(N2)CCCC1)F